2-methyl-8-oxopyrido[2,3-b]pyrazin CC=1N=C2C(=NC1)N=CCC2=O